5-(1-((6-(((cyclobutylmethyl)amino)methyl)imidazo[1,2-a]pyridin-2-yl)methyl)-1H-1,2,3-triazole-4-yl)-N-ethyl-N-methylpyridin-3-amine C1(CCC1)CNCC=1C=CC=2N(C1)C=C(N2)CN2N=NC(=C2)C=2C=C(C=NC2)N(C)CC